6-(5-(((1R,2R,3S,5S)-2-fluoro-8-azabicyclo[3.2.1]octan-3-yl)(methyl)amino)pyrazin-2-yl)isoquinolin-7-ol F[C@@H]1[C@H]2CC[C@@H](C[C@@H]1N(C=1N=CC(=NC1)C=1C=C3C=CN=CC3=CC1O)C)N2